C(CCCCCCC)OC(CCC(=O)OCC(COC(CCCCCCCC=CCC=CCCCCC)=O)COC(=O)OCCCN1CCN(CC1)C)OCCCCCCCC 3-((4,4-bis(octyloxy)butanoyl)oxy)-2-((((3-(4-methylpiperazin-1-yl)propoxy)carbonyl)oxy)methyl)propyloctadeca-9,12-dienoate